(Z)-7-(2,4-dioxo-5-(thiophen-2-ylmethylene)thiazolidin-3-yl)heptanoic acid O=C1S\C(\C(N1CCCCCCC(=O)O)=O)=C/C=1SC=CC1